C(CCCCCCC)C(C(=O)OCCCCCC1NC(CN(C1)CCCCO)CCCCCOC(C(CCCCCCCC)CCCCCCCC)=O)CCCCCCCC (4-(4-hydroxybutyl) piperazine-2,6-diyl)bis(pentane-5,1-diyl) bis(2-octyldecanoate)